(R)-3-formyl-3-methylpyrrolidine-1-carboxylic acid tert-butyl ester C(C)(C)(C)OC(=O)N1C[C@](CC1)(C)C=O